(S)-N-((R)-((S)-7-(1-methyl-1H-pyrazol-4-yl)-2,3-dihydro-1H-pyrido[2,3-b][1,4]oxazin-3-yl)(phenyl)methyl)-2-(thiazol-5-yl)propan-1-amine CN1N=CC(=C1)C1=CC2=C(O[C@@H](CN2)[C@H](NC[C@H](C)C2=CN=CS2)C2=CC=CC=C2)N=C1